N-(4-(Cyclopropylmethoxy)phenyl)-2-fluoro-5-(4,4,5,5-tetramethyl-1,3,2-dioxaborolan-2-yl)benzamide C1(CC1)COC1=CC=C(C=C1)NC(C1=C(C=CC(=C1)B1OC(C(O1)(C)C)(C)C)F)=O